dotriacontan-1-yl tritriacontanate C(CCCCCCCCCCCCCCCCCCCCCCCCCCCCCCCC)(=O)OCCCCCCCCCCCCCCCCCCCCCCCCCCCCCCCC